C(=O)(O)C1=C(OC(=C1C)C(CC)O)CCC(=O)O 3-carboxy-4-Methyl-5-(1-hydroxypropyl)-2-furanpropanoic acid